CN1N=C(C(=C1C)C=1C=NN2C1C=C(C=C2)N2N=CC(=C2)C(=O)O)C(F)(F)F 1-[3-[1,5-dimethyl-3-(trifluoromethyl)pyrazol-4-yl]pyrazolo[1,5-a]pyridin-5-yl]pyrazole-4-carboxylic acid